2-Hydroxy-N-(1H-1,2,4-triazol-3-yl)benzamide OC1=C(C(=O)NC2=NNC=N2)C=CC=C1